ClC=1C=C(C(=NC1)C)S(=O)(=O)NC1=C(C(=C(C=C1)F)C=1C=CC=2N(N1)C=NC2C=2NC=CN2)F 5-chloro-N-[2,4-difluoro-3-[5-(1H-imidazol-2-yl)imidazo[1,5-b]pyridazin-2-yl]phenyl]-2-methylpyridine-3-sulfonamide